OC1=C(C=O)C(=CC=C1C)C 2-Hydroxy-3,6-dimethylbenzaldehyde